(2S,4R)-1-(2-(3-acetyl-5-(2-methylpyrimidin-5-yl)-1H-indol-1-yl)acetyl)-N-(6-chloropyridin-2-yl)-4-fluoropyrrolidine-2-carboxamide C(C)(=O)C1=CN(C2=CC=C(C=C12)C=1C=NC(=NC1)C)CC(=O)N1[C@@H](C[C@H](C1)F)C(=O)NC1=NC(=CC=C1)Cl